[Si](C)(C)(C(C)(C)C)OCC1(CCC=2C=NC=3N(C21)N=C(C3)Cl)CO[Si](C)(C)C(C)(C)C 8,8-bis(((tert-butyldimethylsilyl)oxy)methyl)-2-chloro-7,8-dihydro-6H-cyclopenta[e]pyrazolo[1,5-a]pyrimidine